Hexa-methylene Di-isocyanate C(CCCCCN=C=O)N=C=O